2-[4-[[4-[4-[(2,6-dioxo-3-piperidyl)amino]phenyl]-1-piperidyl]methyl]cyclohexyl]-7-isopropoxy-N-[6-(trifluoromethyl)-2-pyridyl]imidazo[1,2-a]pyridine-6-carboxamide O=C1NC(CCC1NC1=CC=C(C=C1)C1CCN(CC1)CC1CCC(CC1)C=1N=C2N(C=C(C(=C2)OC(C)C)C(=O)NC2=NC(=CC=C2)C(F)(F)F)C1)=O